BrC1=CC2=C(C=3N(CCN2)C(=C(N3)I)I)C=C1 9-bromo-2,3-diiodo-6,7-dihydro-5H-benzo[f]imidazo[1,2-d][1,4]diazepine